2-sulfoethyl acrylate sodium salt [Na+].C(C=C)(=O)OCCS(=O)(=O)[O-]